3-(3-(2-((2-(3-(2-carboxy-2-(pyrrolidin-3-yl)ethyl)phenoxy)ethyl)amino)-2-oxoethyl)phenyl)-2-(pyrrolidin-3-yl)propanoic acid C(=O)(O)C(CC=1C=C(OCCNC(CC=2C=C(C=CC2)CC(C(=O)O)C2CNCC2)=O)C=CC1)C1CNCC1